(4R)-1-methyl-4-(1-methylvinyl)cyclohexene CC1=CC[C@@H](CC1)C(=C)C